OCl.[Al+3] aluminum(III) hydroxychloride